ClC1=C(C=C(C=C1)C=1CC(C(N(N1)C1=CC(=CC(=C1)F)F)=O)C(=O)OC)F methyl 6-(4-chloro-3-fluorophenyl)-2-(3,5-difluorophenyl)-3-oxo-2,3,4,5-tetrahydropyridazine-4-carboxylate